C(C1=CC=CC=C1)OC(N[C@@H](C(=O)NC1=CC=C(C=C1)OC)CO)=O [(1R)-1-(hydroxymethyl)-2-(4-methoxyanilino)-2-oxo-ethyl]Carbamic acid benzyl ester